C[Si]1(O[Si](O[Si](O[Si](O1)(C)C)(C)C)(C)C)C Octamethylcyclotetrasiloxan